C(CCC=CC)(=O)OC1=C(C=CC=C1)C1=C2C=CC(C(=C3C=CC(=C(C=4C=CC(=C(C5=CC=C1N5)C5=C(C=CC=C5)OC(CCC=CC)=O)N4)C4=C(C=CC=C4)OC(CCC=CC)=O)N3)C3=C(C=CC=C3)OC(CCC=CC)=O)=N2.[Zn] zinc tetrakis[(4-hexenoyloxy)phenyl]porphyrin